2-fluoro-5-((6-fluoro-4-methyl-1-tosyl-1H-indol-5-yl)oxy)-N-(prop-2-yn-1-yl)benzamidine FC1=C(C(=N)NCC#C)C=C(C=C1)OC=1C(=C2C=CN(C2=CC1F)S(=O)(=O)C1=CC=C(C)C=C1)C